(6R,8S,9R)-9-(chloromethyl)-8-((4-methoxyphenyl)diphenylmethoxy)-3-methyl-7,8,9,10-tetrahydro-2H,6H-6,9-epoxypyrimido[2,1-b][1,3]oxazocin-2-one ClC[C@]12[C@H](C[C@H](N3C(OC1)=NC(C(=C3)C)=O)O2)OC(C2=CC=CC=C2)(C2=CC=CC=C2)C2=CC=C(C=C2)OC